2-methyl-6-[1-(2,2,3,3,3-pentafluoro-propyl)-1H-pyrazol-4-yl]-7-(trifluoro-methyl)-1H,5H-imidazo[1,2-a]pyrimidin-5-one CC=1NC=2N(C(C(=C(N2)C(F)(F)F)C=2C=NN(C2)CC(C(F)(F)F)(F)F)=O)C1